C(C=C)OC=1C=C(C=CC1)NC(\C=C\C1=CC=C(C=C1)OC)=O (E)-N-(3-(allyloxy)phenyl)-3-(4-methoxyphenyl)acrylamide